8-(2,3-bis(trifluoromethyl)phenyl)-9-(4-((1-(3-fluoropropyl)azetidin-3-ylidene)methyl)phenyl)-6,7-dihydro-5H-benzo[7]annulene-3-carboxylic acid FC(C1=C(C=CC=C1C(F)(F)F)C=1CCCC2=C(C1C1=CC=C(C=C1)C=C1CN(C1)CCCF)C=CC(=C2)C(=O)O)(F)F